6-(2-(4-(6-methyl-2-(pyrrolidin-1-yl)pyrimidin-4-yl)-1H-pyrazol-1-yl)-5-nitrophenyl)-6-azaspiro[2.5]octane CC1=CC(=NC(=N1)N1CCCC1)C=1C=NN(C1)C1=C(C=C(C=C1)[N+](=O)[O-])N1CCC2(CC2)CC1